2-(difluoromethyl)-5-(3-fluoro-5-{1-[(3-methyl-1,2-oxazol-5-yl)methyl]-1H-imidazol-2-yl}phenyl)-1,3,4-oxadiazole FC(C=1OC(=NN1)C1=CC(=CC(=C1)C=1N(C=CN1)CC1=CC(=NO1)C)F)F